tert-butyl [7-(4-methyl-6-propionylpyridin-3-yl)isoquinolin-3-yl]carbamate CC1=C(C=NC(=C1)C(CC)=O)C1=CC=C2C=C(N=CC2=C1)NC(OC(C)(C)C)=O